C(C)(C)C1=C(C=CC=C1)[C@H]1N(CCN(C1)CC1=CC=C(C=C1)OC)C1CC2(C1)CCN(CC2)C2=CC=C(C(=O)N)C=C2 4-(2-((R)-2-(2-isopropylphenyl)-4-(4-methoxybenzyl)piperazin-1-yl)-7-azaspiro[3.5]nonan-7-yl)benzamide